COC1=CC=C(C=C1)C(OC[C@@H]1C(C([C@@H](O1)N1C(N=C(C=C1)NC(C1=CC=CC=C1)=O)=O)(F)F)O)(C1=CC=CC=C1)C1=CC=C(C=C1)OC N-[1-[(2R,5R)-5-[[bis(4-methoxyphenyl)-phenyl-methoxy]methyl]-3,3-difluoro-4-hydroxy-tetrahydrofuran-2-yl]-2-oxo-pyrimidin-4-yl]benzamide